BrC1=C(N=C(C=2N1N=CC2)N2CCC1(CC2)C(C=2C(=NC=CC2)C1)=NS(=O)C(C)(C)C)C N-[1'-(7-bromo-6-methyl-pyrazolo[1,5-a]pyrazin-4-yl)spiro[7H-cyclopenta[b]pyridin-6,4'-piperidin]-5-ylidene]-2-methyl-propane-2-sulfinamide